C1(CCCC1)N1C(CN(C=2C(N[C@](NC12)(N)NC=1C=C2C=CN(C2=CC1OC)S(=O)(=O)N1CCOCC1)=O)C)CC (R)-8-cyclopentyl-7-ethyl-2-{[6-methoxy-1-(morpholinosulfonyl)indol-5-yl]amino}-5-methyl-7,8-dihydropterin